6-(cyclopropanecarboxamido)-4-((2-methoxy-3-(5-methyl-1,2,4-oxadiazol-3-yl)phenyl)amino)-N-(methyl-d3)nicotinamide C1(CC1)C(=O)NC1=NC=C(C(=O)NC([2H])([2H])[2H])C(=C1)NC1=C(C(=CC=C1)C1=NOC(=N1)C)OC